titanium tritelluride [Te-2].[Te-2].[Te-2].[Ti+4]